NC1=CC=C(N=N1)C1CCN(CC1)C(=O)C1=NC=C(C(=C1)OC)OCCC1=CC=CC=C1 [4-(6-Amino-pyridazin-3-yl)-piperidin-1-yl]-(4-methoxy-5-phenethyloxy-pyridin-2-yl)-methanone